mercapto-propanoic acid SC(C(=O)O)C